benzyl (2R)-4-amino-4-oxo-2-(tetradecanoylamino)butanoate NC(C[C@H](C(=O)OCC1=CC=CC=C1)NC(CCCCCCCCCCCCC)=O)=O